potassium trihydroxybenzylacrylate OC1=C(C(C(C(=O)[O-])=C)(O)O)C=CC=C1.[K+]